CC1=NN(C(=C1)C)C1=C(C=C(C=C1)[N+](=O)[O-])[N+](=O)[O-] 3,5-dimethyl-1-(2,4-dinitrophenyl)-1H-pyrazole